Cl.COC1CCC(CC1)N 4-methoxycyclohexanamine hydrochloride